FC1(C=C1C=1SC=CC1)F 2-(3,3-difluorocycloprop-1-en-1-yl)thiophene